4-((7H-pyrrolo[2,3-d]pyrimidin-4-yl)amino)-N-(4-(4-(piperazin-1-yl)piperidin-1-yl)phenyl)-1H-pyrazole-3-carboxamide N1=CN=C(C2=C1NC=C2)NC=2C(=NNC2)C(=O)NC2=CC=C(C=C2)N2CCC(CC2)N2CCNCC2